2-((1r,4r)-4-(3-bromo-2-methylphenoxy)cyclohexyl)-N-methoxy-N-methylacetamide BrC=1C(=C(OC2CCC(CC2)CC(=O)N(C)OC)C=CC1)C